ClC1=CC(=C(COC2=NC=3CN(CCC3C=C2I)C(=O)OC(C)(C)C)C=C1)F tert-butyl 2-((4-chloro-2-fluorobenzyl) oxy)-3-iodo-5,8-dihydro-1,7-naphthyridine-7(6H)-carboxylate